C1(CC1)N1C(C=2C=C(C(=C(C2C1)C#N)C1=C(C=NN1C)I)F)=O 2-cyclopropyl-6-fluoro-5-(4-iodo-1-methyl-1H-pyrazol-5-yl)-1-oxoisoindole-4-carbonitrile